ethylene acrylic acid salt C(C=C)(=O)O.C=C